C(C)[C@H]1N(CCC[C@@H]1C1=CC=2C(=NC=CC2NC=2C=CC3=C(N=CS3)C2)S1)C N-(2-((2R,3S)-2-ethyl-1-methylpiperidin-3-yl)thieno[2,3-b]pyridin-4-yl)benzo[d]thiazol-5-amine